imidazo[1,2-a]imidazole-2-carboxylic acid ethyl ester C(C)OC(=O)C1=NC=2N(C1)C=CN2